3-[2-(6-Chloro-1-cyclopropyl-1,3-benzodiazol-5-yl)ethynyl]-5-(ethylamino)-1-[(3S,5R)-5-(methoxymethyl)-1-(prop-2-enoyl)pyrrolidin-3-yl]pyrazole-4-carboxamide ClC=1C(=CC2=C(N(C=N2)C2CC2)C1)C#CC1=NN(C(=C1C(=O)N)NCC)[C@@H]1CN([C@H](C1)COC)C(C=C)=O